C(C=CC=CCCCC)O 2,4-Nonadienol